((3-(5-Chloropyridin-2-yl)-1,2,4-oxadiazol-5-yl)amino)-N'-hydroxypyrazine-2-carboxamidine ClC=1C=CC(=NC1)C1=NOC(=N1)NC=1C(=NC=CN1)C(=NO)N